C1(=CC=CC=C1)C1(COC1)C1=CC=C(C(=O)NCC(=O)OC)C=C1 methyl (4-(3-phenyloxetan-3-yl)benzoyl)glycinate